2-(2-chlorophenyl)-N-[4-(3H-imidazo[4,5-b]pyridin-3-yl)-3-sulfamoylphenyl]acetamide tert-butyl-(4-(4-bromo-2,3-difluorophenyl)-4-oxobutyl)carbamate C(C)(C)(C)N(C(O)=O)CCCC(=O)C1=C(C(=C(C=C1)Br)F)F.ClC1=C(C=CC=C1)CC(=O)NC1=CC(=C(C=C1)N1C=NC=2C1=NC=CC2)S(N)(=O)=O